CC1=NN(C2=CC(=CC=C12)NC(C1=CC=C(C=C1)OC1=CC=CC=C1)=O)CCC1CCN(CC1)C N-(3-methyl-1-(2-(1-METHYLPIPERIDIN-4-yl)ethyl)-1H-indazol-6-yl)-4-phenoxybenzamide